tert-butyl 3-bromo-2-hydroxy-6-((2,2,2-trifluoroethoxy)methyl)benzoate BrC=1C(=C(C(=O)OC(C)(C)C)C(=CC1)COCC(F)(F)F)O